8-(3-cyano-2-methylphenyl)-9-(4-((1-(3-fluoropropyl)azetidin-3-yl)methyl)phenyl)-6,7-dihydro-5H-benzo[7]annulene-3-carboxylic acid hydrochloride Cl.C(#N)C=1C(=C(C=CC1)C=1CCCC2=C(C1C1=CC=C(C=C1)CC1CN(C1)CCCF)C=CC(=C2)C(=O)O)C